5-(2-Aminopyrimidin-4-yl)-4-methylthiazol-2-yl-3-(4-((4-isopropylpiperazin-1-yl)methyl)-3-(trifluoromethyl)phenyl)urea NC1=NC=CC(=N1)C1=C(N=C(S1)NC(=O)NC1=CC(=C(C=C1)CN1CCN(CC1)C(C)C)C(F)(F)F)C